C(CC=C)OC=1C=2N(C=C(N1)C1=C(N=CC(=N1)C(C)N(C(=O)N[C@H](CC=C)CCC(F)(F)F)CC)OC)C=CN2 1-(1-(6-(8-(but-3-en-1-yloxy)imidazo[1,2-a]pyrazin-6-yl)-5-methoxypyrazin-2-yl)ethyl)-1-ethyl-3-((S)-7,7,7-trifluorohept-1-en-4-yl)urea